2-([5-(3-Cyclopropoxyphenyl)-1-(1H-indazol-4-yl)-1H-pyrazol-3-yl]Methoxy)-2-methylpropionic acid C1(CC1)OC=1C=C(C=CC1)C1=CC(=NN1C1=C2C=NNC2=CC=C1)COC(C(=O)O)(C)C